FC(C)(F)C=1OC2=C(C1)C=C(C=C2[2H])[2H] 2-(1,1-difluoroethyl)(5,7-2H2)-1-benzofuran